C(OCCC(C(C(C(F)(F)F)(F)F)(F)F)(F)F)(OC1=CC=C(C=C1)[N+](=O)[O-])=O (3,3,4,4,5,5,6,6,6-nonafluorohexyl) 4-nitrophenyl carbonate